(1S,3R)-3-VINYLCYCLOBUTANE-1-SULFONAMIDE C(=C)C1CC(C1)S(=O)(=O)N